COC(C1=C(C=C(C(=C1)N)C(F)(F)F)F)=O 5-Amino-2-fluoro-4-(trifluoromethyl)benzoic acid methyl ester